2-Chloro-5-[5-[(1,3-dihydro-1-oxo-2H-inden-2-ylidene)methyl]-2-furanyl]benzoic acid ClC1=C(C(=O)O)C=C(C=C1)C=1OC(=CC1)C=C1C(C2=CC=CC=C2C1)=O